3-({5-chloro-6-[(1,3-thiazol-4-yl)methoxy]-2-indolyl}methyl)-1-methyl-1-[(4-pyrazolyl)methyl]urea ClC=1C=C2C=C(NC2=CC1OCC=1N=CSC1)CNC(N(CC=1C=NNC1)C)=O